[N-]=[N+]=[N-].[Na+].N(=[N+]=[N-])[C@@H]1[C@@H]2[C@H](OC1)[C@H](CO2)N=[N+]=[N-] (3S,3aR,6S,6aR)-3,6-diazidohexahydrofuro[3,2-b]furan Sodium azide